BrC1=C(C=CC=2N(C(N(C21)C)=O)N2C(CCCC2=O)=O)OC (4-bromo-5-methoxy-3-methyl-2-oxo-benzoimidazol-1-yl)piperidine-2,6-dione